4-cyclopropyl-2-fluoro-N-(5-fluoro-2-methyl-3-(4,4,5,5-tetramethyl-1,3,2-dioxaborolan-2-yl)phenyl)benzamide Sodium hypophosphite [PH2](=O)[O-].[Na+].C1(CC1)C1=CC(=C(C(=O)NC2=C(C(=CC(=C2)F)B2OC(C(O2)(C)C)(C)C)C)C=C1)F